O[C@@]1(C(N(CC1)C)=O)C1=CC(=NO1)C1=NC(=CC=C1)C1=NC(=NC=C1)N[C@@H](C)C1=NN(C=C1)C (R)-3-Hydroxy-1-methyl-3-(3-(6-(2-(((S)-1-(1-methyl-1H-pyrazol-3-yl)ethyl)amino)pyrimidin-4-yl)pyridin-2-yl)isoxazol-5-yl)pyrrolidin-2-one